FC(N1N=CC(=C1)C(=O)O)(F)F 1-(trifluoromethyl)-1H-pyrazole-4-carboxylic acid